C=C(C(=O)OCCCCOCCCCCCCCCCCCCC)CC(=O)OC 4-Methyl 1-(4-(tetradecyloxy) butyl) 2-methylenesuccinate